tert-butyl 6-[methoxy(methyl)carbamoyl]-3-azabicyclo[3.1.1]heptane-3-carboxylate CON(C(=O)C1C2CN(CC1C2)C(=O)OC(C)(C)C)C